1,3-dioleoyl-2-stearoyl-glycerol C(CCCCCCC\C=C/CCCCCCCC)(=O)OCC(OC(CCCCCCCCCCCCCCCCC)=O)COC(CCCCCCC\C=C/CCCCCCCC)=O